C(C)(C)(C)OC(=O)N1C(=O)C(=O)C2=CC=CC=C12 1-(tert-butoxycarbonyl)isatin